FC1(CN(CC1)C1=CC=CC(=N1)O)F 6-(3,3-difluoropyrrolidin-1-yl)pyridin-2-ol